isopropyl-aminopropanesulfonic Acid C(C)(C)C(CC)(S(=O)(=O)O)N